(S)-2-(7-octenyl)alanine C(CCCCCC=C)[C@@](N)(C)C(=O)O